C(N)(=O)C=1C=C(C=CC1)[C@]1(COCC1)NC(=O)C=1N(C2=CC=C(C(=C2C1)Cl)Cl)C |r| (±)-N-[3-(3-carbamoylphenyl)tetrahydrofuran-3-yl]-4,5-dichloro-1-methyl-indole-2-carboxamide